5H-benzo[b]carbazole-7,8,9,10-d4 C1=C2C=3C=C4C(=CC3NC2=CC=C1)C(=C(C(=C4[2H])[2H])[2H])[2H]